CC1(OB(OC1(C)C)C=1C=NN(C1)CC1(CC1)C(F)(F)F)C 4-(4,4,5,5-tetramethyl-1,3,2-dioxaborolan-2-yl)-1-((1-(trifluoromethyl)cyclopropyl)methyl)-1H-pyrazole